ClC=1C=C(C=CC1F)N(S(=O)(=O)C1CCN(CC1)C1CN(C1)C(=O)OC(C)(C)C)CC1=C(C=C(C=C1)C(=O)OC)F tert-butyl 3-(4-(N-(3-chloro-4-fluorophenyl)-N-(2-fluoro-4-(methoxycarbonyl)benzyl)sulfamoyl) piperidin-1-yl)azetidine-1-carboxylate